C1(=C(C=CC=C1)OCC(CO)O)C 3-(o-tolyloxy)-1,2-propanediol